7-(6-(1-(2,2-difluoro-1-(4-fluorophenyl)propyl)-3-methyl-1H-pyrazol-4-yl)pyrazin-2-yl)-8-fluoro-[1,2,4]triazolo[1,5-a]pyridin-2-amine FC(C(C1=CC=C(C=C1)F)N1N=C(C(=C1)C1=CN=CC(=N1)C1=C(C=2N(C=C1)N=C(N2)N)F)C)(C)F